O=C1N(C(C2=CC=CC=C12)=O)[C@H](CC)C=1N=C(SC1)C(=O)C1=CN(C2=CC(=CC=C12)F)C(=O)OC(C)(C)C (R)-tert-Butyl 3-(4-(1-(1,3-dioxoisoindolin-2-yl)propyl)thiazole-2-carbonyl)-6-fluoro-1H-indole-1-carboxylate